n-methyl-2-(6-((4-methylpyrimidin-2-yl)amino)-2-(pyridin-3-yl)pyrimidin-4-yl)-2-azaspiro[4.5]decane-7-carboxamide CNC(=O)C1CC2(CCN(C2)C2=NC(=NC(=C2)NC2=NC=CC(=N2)C)C=2C=NC=CC2)CCC1